BrC1=CC(=CC=2C3=CC=C(C=C3C(C12)(C)C)Cl)C(C)(C)C 1-bromo-3-tert-butyl-7-chloro-9,9-dimethyl-9H-fluorene